C=1N(C=C2C=CC=CC12)C1=C(C#N)C=CC=C1 (isoindol-2-yl)benzonitrile